1-[(6-chloro-3-pyridinyl)methyl]-4,5-dihydro-N-nitro-1H-imidazol-2-amine ClC1=CC=C(C=N1)CN1C(=NCC1)N[N+](=O)[O-]